4-(2-(2,6-dioxopiperidin-3-yl)-1,3-dioxoisoindolin-5-yl)piperazine-1-acetic acid O=C1NC(CCC1N1C(C2=CC=C(C=C2C1=O)N1CCN(CC1)CC(=O)O)=O)=O